BrC1=CC=C(C=C1)[C@]12[C@](C3=C(C=NC=C3OC)O1)([C@@H]([C@@H]([C@H]2C2=CC=CC=C2)CCN(C)C)O)O |r| rac-(4bS,5R,6R,7S,7aR)-7a-(4-bromophenyl)-6-(2-(dimethylamino)ethyl)-4-methoxy-7-phenyl-5,6,7,7a-tetrahydro-4bH-cyclopenta[4,5]furo[2,3-c]pyridine-4b,5-diol